N-methyl-N-((3-methylbenzo[b]thiophen-2-yl)methyl)acrylamide hydrochloride Cl.CN(C(C=C)=O)CC1=C(C2=C(S1)C=CC=C2)C